(Z)-N-methyl-N-(2-((2-(methyl(3-(7-(2-octylcyclopropyl)heptyl)dodecyl)amino)ethyl)disulfaneyl)ethyl)octadec-9-en-1-amine CN(CCCCCCCC\C=C/CCCCCCCC)CCSSCCN(CCC(CCCCCCCCC)CCCCCCCC1C(C1)CCCCCCCC)C